butyl 2-(4-amino-8-methyl-6-(trifluoromethyl)-9H-pyrimido[4,5-b]indol-9-yl)acetate NC1=NC=NC=2N(C3=C(C=C(C=C3C21)C(F)(F)F)C)CC(=O)OCCCC